S1C2=C(C=C1)C(C1=CC=CC=C12)=O 4H-indeno[1,2-b]thiophen-4-one